FC1=CC=C(C=C1)C1CCN(CC1)C1=C(C(N(C2=CC=CC=C12)C)=O)C#N 4-[4-(4-Fluorophenyl)piperidin-1-yl]-1-methyl-2-oxo-1,2-dihydro-quinoline-3-carbonitrile